P(=O)(O)(O)O[C@H]1[C@H]([C@@](O[C@@H]1CO)(N1C=NC=2C(N)=NC=NC12)OC)O methoxyadenosine-3'-phosphate